(S)-5-hydroxypiperidin-2-one O[C@H]1CCC(NC1)=O